BrC1=CN=CC(=N1)NS(=O)(=O)N1CCOCC1 N-(6-Bromopyrazin-2-yl)morpholine-4-sulfonamide